8-isocyanatooctylmethyldimethoxysilane N(=C=O)CCCCCCCC[Si](OC)(OC)C